OCC12C(C(C(C(OC1)O2)O)O)O 1-(hydroxymethyl)-6,8-dioxabicyclo[3.2.1]Octane-2,3,4-triol